COC(CCCC1=CC=C(C=C1)CCCC(=O)OC)=O 4-[4-(3-Methoxycarbonylpropyl)-phenyl]-butyric Acid methyl ester